1,3-dibromo-5-isopropoxybenzene BrC1=CC(=CC(=C1)OC(C)C)Br